CC(=O)N[C@@H]1[C@H]([C@@H]([C@H](O[C@@H]1O[C@@H]2[C@H](C[C@H]([C@@H]([C@H]2O)O)N)N)CO)O)O The molecule is an aminoglycoside that is 4alpha,6alpha-diaminocyclohexane-1beta,2alpha,3beta-triol in which the pro-R hydroxy group has been converted into its 2-acetamido-alpha-D-glucoside derivative. It derives from an alpha-D-glucose and a 2-deoxystreptamine. It is a conjugate base of a 2'-N-acetylparomamine(2+).